(R)-6-chloro-3-((1-(2-(3,4-dihydroisoquinolin-2(1H)-yl)-6-fluoro-3-methyl-4-oxo-3,4-dihydroquinazolin-8-yl)ethyl)amino)-N-(methylsulfonyl)picolinamide ClC1=CC=C(C(=N1)C(=O)NS(=O)(=O)C)N[C@H](C)C=1C=C(C=C2C(N(C(=NC12)N1CC2=CC=CC=C2CC1)C)=O)F